1-Acetylpiperidine-4-carboxylic acid [(2R)-3-(1-ethyl-8-oxo-spiro[6,7-dihydro-4H-pyrazolo[3,4-c]azepin-5,4'-tetrahydropyran]-3-yl)-2-methyl-propyl] ester C(C)N1N=C(C2=C1C(NCC1(CCOCC1)C2)=O)C[C@H](COC(=O)C2CCN(CC2)C(C)=O)C